pentanamide trifluoroacetate FC(C(=O)O)(F)F.C(CCCC)(=O)N